N'-[5-bromo-6-(4-isopropylcyclohexoxy)-2-meth-yl-3-pyridyl]-N-ethyl-N-methyl-formamidine BrC=1C=C(C(=NC1OC1CCC(CC1)C(C)C)C)N=CN(C)CC